4-(7-((3,4-difluorobenzyl)amino)thieno[2,3-c]pyridin-2-yl)-2-isobutyl-5-(5-methyl-1,3,4-oxadiazol-2-yl)-6-(2-(tetrahydro-2H-pyran-4-yl)ethyl)nicotinamide FC=1C=C(CNC=2N=CC=C3C2SC(=C3)C3=C(C(=NC(=C3C(=O)N)CC(C)C)CCC3CCOCC3)C=3OC(=NN3)C)C=CC1F